tert-butyl 4-(2-(4-(trifluoromethyl) phenoxy)ethoxy)piperidine-1-carboxylate FC(C1=CC=C(OCCOC2CCN(CC2)C(=O)OC(C)(C)C)C=C1)(F)F